2-[methyl({4-phenyl-6-[2-(pyrimidin-5-yl)ethyl]quinolin-2-yl})amino]acetic acid CN(CC(=O)O)C1=NC2=CC=C(C=C2C(=C1)C1=CC=CC=C1)CCC=1C=NC=NC1